C[C@]12[C@H]3CC[C@@]4([C@H](CC[C@H]4[C@@H]3CC[C@@H]2CC(CC1)=O)[C@H](C)[C@@H](C(F)(F)F)O)C (5R,8R,9S,10S,13S,14S,17R)-10,13-dimethyl-17-((2S,3S)-4,4,4-trifluoro-3-hydroxybutan-2-yl)hexadecahydro-3H-cyclopenta[a]phenanthren-3-one